3-[4-amino-5-(trifluoromethyl)pyrrolo[2,1-f][1,2,4]triazin-7-yl]-N-[(3R,4S)-4-fluoro-1-[2-hydroxy-2-(trifluoromethyl)butanoyl]pyrrolidin-3-yl]-5-methoxybenzamide NC1=NC=NN2C1=C(C=C2C=2C=C(C(=O)N[C@@H]1CN(C[C@@H]1F)C(C(CC)(C(F)(F)F)O)=O)C=C(C2)OC)C(F)(F)F